CC1=CC=C(C=C1)S(=O)(=O)N1C(=CSC1)C(=O)O (3R)-4-(p-tolueneSulfonyl)-1,4-thiazole-3-carboxylic acid